7-((5-((1R,3s,5S)-3-hydroxy-8-azabicyclo[3.2.1]octan-8-yl)pyridin-2-yl)amino)-4-(imidazo[1,2-a]pyrazin-3-yl)isoindolin-1-one OC1C[C@H]2CC[C@@H](C1)N2C=2C=CC(=NC2)NC=2C=CC(=C1CNC(C21)=O)C2=CN=C1N2C=CN=C1